7-(1-allylpiperidin-4-yl)-2-(cyclopentylamino)-3-ethyl-3,7-dihydro-4H-pyrrolo[2,3-d]pyrimidin-4-one C(C=C)N1CCC(CC1)N1C=CC2=C1N=C(N(C2=O)CC)NC2CCCC2